Fmocserine C(=O)(OCC1C2=CC=CC=C2C2=CC=CC=C12)N[C@@H](CO)C(=O)O